1-(1-methyl-1H-pyrazol-4-yl)-N-((1R,5S,7S)-9-methyl-3-oxa-9-azabicyclo[3.3.1]nonan-7-yl)-1H-indole-3-carboxamide CN1N=CC(=C1)N1C=C(C2=CC=CC=C12)C(=O)NC1C[C@H]2COC[C@@H](C1)N2C